3-(3-chloro-5-(trifluoromethyl)pyridin-2-yl)-1,2,4-oxadiazole-5-carbonyl chloride ClC=1C(=NC=C(C1)C(F)(F)F)C1=NOC(=N1)C(=O)Cl